ethyl 2-(benzo[d]oxazol-2-yl)-5-bromonicotinate O1C(=NC2=C1C=CC=C2)C2=C(C(=O)OCC)C=C(C=N2)Br